7-(aminomethyl)quinazolin-4-amine NCC1=CC=C2C(=NC=NC2=C1)N